4-Chloro-5-methylquinolin-2(1H)-one ClC1=CC(NC2=CC=CC(=C12)C)=O